6-cyclopropyl-fluoroisoquinolin-1(2H)-one C1(CC1)C=1C=C2C=CN(C(C2=CC1)=O)F